S(=O)(=O)([O-])[O-].[Sr+2].[Ba+2].S(=O)(=O)([O-])[O-] Barium-strontium sulfate